6-cyclobutyl-1H-pyrazolo[3,4-b]pyridin-3-amine C1(CCC1)C1=CC=C2C(=N1)NN=C2N